C(C)(C)C1=CNC2=C1N=C(S2)N2CCNCC2 6-isopropyl-2-(piperazin-1-yl)-4H-pyrrolo[3,2-d]Thiazole